N-[[7-[5-[2-cyano-5-(o-tolyl)phenyl]-1-methyl-pyrazol-4-yl]-4-oxo-3H-phthalazin-1-yl]methyl]carbamic acid tert-butyl ester C(C)(C)(C)OC(NCC1=NNC(C2=CC=C(C=C12)C=1C=NN(C1C1=C(C=CC(=C1)C1=C(C=CC=C1)C)C#N)C)=O)=O